ClC=1C(=NC(=NC1)N[C@H]1[C@@H](COC1)O)C1=CC2=C(N=C3N2[C@H](CCN3C)C)C(=C1)F (3S,4R)-4-((5-chloro-4-((S)-9-fluoro-1,4-dimethyl-1,2,3,4-tetrahydrobenzo[4,5]imidazo[1,2-a]pyrimidin-7-yl)pyrimidin-2-yl)amino)tetrahydrofuran-3-ol